C(C)OC(=O)C1=NN(C=2CCC(CC12)C(F)(F)F)CC 1-ethyl-5-(trifluoromethyl)-4,5,6,7-tetrahydro-1H-indazole-3-carboxylic acid ethyl ester